(+/-)-(trans)-2-(2-(tert-butoxy)-2-oxoethyl)cyclopropanecarboxylic acid methyl ester COC(=O)[C@H]1[C@@H](C1)CC(=O)OC(C)(C)C |r|